CNC1C2=C(OC1)C=C(S2)C=2C=NN(C2)C N-methyl-5-(1-methyl-1H-pyrazol-4-yl)-2,3-dihydrothieno[3,2-b]furan-3-amine